BrC1=C2C(=NC(=NC2=C2C(=C1)N(N=C2)C)C)N[C@H](C)C2=CC(=CC=C2)C(F)(F)F bromo-2,7-dimethyl-N-[(1R)-1-[3-(trifluoromethyl)phenyl]ethyl]-7H-pyrazolo[3,4-H]quinazolin-4-amine